5-(4-((4-fluoro-8-methyl-6-oxo-7-(trifluoromethyl)-5,6-dihydro-1,5-naphthyridin-3-yl)methyl)piperazin-1-yl)-N-methylpyridineamide FC1=C(C=NC=2C(=C(C(NC12)=O)C(F)(F)F)C)CN1CCN(CC1)C=1C=CC(=NC1)C(=O)NC